[(dimethylfluorenyl)phenyl](diphenyltriazinyl)carbazole CC=1C(=C(C=2CC3=CC=CC=C3C2C1)C1=C(C=CC=C1)C1=C(C=2NC3=CC=CC=C3C2C=C1)C1=NN=NC(=C1C1=CC=CC=C1)C1=CC=CC=C1)C